3-((2S)-2-hydroxy-3-(8-(6-methoxypyridin-3-ylsulfonyl)-1-oxa-8-azaspiro[4.5]decan-3-ylamino)propoxy)-N-methylbenzenesulfonamide O[C@H](COC=1C=C(C=CC1)S(=O)(=O)NC)CNC1COC2(C1)CCN(CC2)S(=O)(=O)C=2C=NC(=CC2)OC